ethyl 2-[1-(4-chloro-3-fluorophenyl)-5-(chloromethyl)-1,2,4-triazol-3-yl]acetate ClC1=C(C=C(C=C1)N1N=C(N=C1CCl)CC(=O)OCC)F